N1C(=NC2=C1C=CC=C2)C2=CC(=NN2C)NC(=O)C=2C=NC(=CC2)N2CC(N(CC2)C)=O N-[5-(1H-benzimidazol-2-yl)-1-methyl-pyrazol-3-yl]-6-(4-methyl-3-oxo-piperazin-1-yl)pyridine-3-carboxamide